gold-copper-gadolinium [Gd].[Cu].[Au]